4-(4-Benzyl-1-(tert-butoxycarbonyl)piperazin-2-yl)benzoic acid C(C1=CC=CC=C1)N1CC(N(CC1)C(=O)OC(C)(C)C)C1=CC=C(C(=O)O)C=C1